COC1=C(C=CC(=C1)/C=C/C(=O)O)O The molecule is a ferulic acid consisting of trans-cinnamic acid bearing methoxy and hydroxy substituents at positions 3 and 4 respectively on the phenyl ring. It has a role as an antioxidant, a MALDI matrix material, a plant metabolite, an anti-inflammatory agent, an apoptosis inhibitor and a cardioprotective agent. It is a conjugate acid of a ferulate.